(R)-3-(cyanomethyl)pyrrolidine-1-carboxylic acid tert-butyl ester C(C)(C)(C)OC(=O)N1C[C@H](CC1)CC#N